C(#N)C(C(=O)NC=1C=C2C(=CC(=NC2=CC1)C1=CN=CS1)O[C@H](COC)C)C 2-cyano-N-(4-(((S)-1-methoxypropan-2-yl)oxy)-2-(thiazol-5-yl)quinolin-6-yl)propanamide